(3-carbamoyl-5-(5,6-dihydro-4H-pyrrolo[1,2-b]pyrazol-3-yl)-1H-indol-1-yl)acetic acid C(N)(=O)C1=CN(C2=CC=C(C=C12)C1=C2N(N=C1)CCC2)CC(=O)O